F[C@H]1C[C@H](N2N=C(N=C21)S(=O)(=O)COC)C2=CC=CC=C2 (5S,7S)-7-Fluoro-2-(methoxymethylsulfonyl)-5-phenyl-6,7-dihydro-5H-pyrrolo[1,2-b][1,2,4]triazol